3,5-dichloro-4-iodopyridine ClC=1C=NC=C(C1I)Cl